C(N)(O[C@@H](CN1C(NC(C(C1=O)C1=C(C(=CC=C1)OC)F)C)=O)C1=CC=CC=C1)=O (1R)-(2-(5-(2-fluoro-3-methoxyphenyl)-4-methyl-2,6-dioxotetrahydropyrimidin-1(2H)-yl)-1-phenylethyl) carbamate